amidinourea dinitrate [N+](=O)(O)[O-].[N+](=O)(O)[O-].C(N)(=N)NC(=O)N